8-((1'R,2'R)-2,6-dihydroxy-5'-methyl-2'-(prop-1-en-2-yl)-1',2',3',4'-tetrahydro-[1,1'-biphenyl]-4-yl)octanoic acid OC1=C(C(=CC(=C1)CCCCCCCC(=O)O)O)[C@H]1[C@@H](CCC(=C1)C)C(=C)C